22-amino-16-fluoro-10,19-dimethyl-20-oxa-5,6,10,11,23-pentaazapentacyclo[19.3.1.02,6.08,12.013,18]pentacosa-1(24),2,4,8,11,13,15,17,21(25),22-decaene-3-carbonitrile NC=1C=2OC(C3=CC(=CC=C3C3=NN(C=C3CN3N=CC(=C3C(=CN1)C2)C#N)C)F)C